2-Methyl-Acrylic Acid-2-Aminopropyl Ester NC(COC(C(=C)C)=O)C